Cl.CC1=NN2C(N=C(C(=C2)NC(=O)N2CCC=3C2=NC=CC3N3CC(NCC3)(C)C)C)=N1 N-(2,5-dimethyl-[1,2,4]triazolo[1,5-a]pyrimidin-6-yl)-4-(3,3-dimethylpiperazin-1-yl)-2,3-dihydro-1H-pyrrolo[2,3-b]pyridine-1-carboxamide hydrochloride